1-[(R)-3-hydroxypyrrolidinamido](2E,4E,6E,8E,10E,12E,14E,16Z,18E)-4,8,13,17-tetramethyleicosane O[C@H]1CN(CC1)C(=O)NCCCC(CCCC(CCCCC(CCCC(CCC)C)C)C)C